CC(C)(C)OC(=O)N1CCC2=C(C1)C=CC(=C2)N 6-amino-2-N-BOC-1,2,3,4-tetrahydroisoquinoline